5-Amino-3-[4-[2-[[3-(2,2-dimethylpropyl)isoxazol-5-yl]amino]-2-oxo-ethyl]-2-fluorophenyl]-1-isopropyl-pyrazole-4-carboxamide NC1=C(C(=NN1C(C)C)C1=C(C=C(C=C1)CC(=O)NC1=CC(=NO1)CC(C)(C)C)F)C(=O)N